C1(CC1)CN1C(=CC=2C1=NC(=CC2)C2=C(C=C(C=C2)OC)F)C2=NC1=C(N2C)C(=CC(=C1)C(=O)N1[C@@H]2CC[C@H](C1)[C@H]2N)OC (1R,4R,7R)-2-{2-[1-(cyclopropylmethyl)-6-(2-fluoro-4-methoxyphenyl)-1H-pyrrolo[2,3-b]pyridin-2-yl]-7-methoxy-1-methyl-1H-1,3-benzodiazole-5-carbonyl}-2-azabicyclo[2.2.1]heptan-7-amine